(2-Fluoro-5-(5-fluoropyrimidin-2-yl)phenyl)methanol FC1=C(C=C(C=C1)C1=NC=C(C=N1)F)CO